4-piperidinylmethyl-aniline N1(CCCCC1)CC1=CC=C(N)C=C1